2-(2-((3-(3-(aminomethyl)phenyl)benzofuran-5-yl)methoxy)phenyl)acetic acid NCC=1C=C(C=CC1)C1=COC2=C1C=C(C=C2)COC2=C(C=CC=C2)CC(=O)O